FC=1C=C(CNC2=NC=CC=N2)C=CC1F N-(3,4-difluorobenzyl)pyrimidin-2-amine